FC(S(=O)(=N)C1=CC=C(CC2CC3(CN(C3)C(=O)N3CC4(C3)NC(CC4)=O)C2)C=C1)(F)F 2-[6-[4-(trifluoromethylsulfonimidoyl)benzyl]-2-azaspiro[3.3]heptane-2-carbonyl]-2,5-diazaspiro[3.4]octane-6-one